1-{[(2S)-oxetan-2-yl] methyl}-1H-1,3-benzodiazole-6-carboxylate O1[C@@H](CC1)CN1C=NC2=C1C=C(C=C2)C(=O)[O-]